1-Hexyl-3-Methylimidazol chlorid [Cl-].C(CCCCC)N1CN(C=C1)C